NC=1C=C2C(N(C=NC2=CC1)C1=CC(=CC=C1)OC)=O 6-amino-3-(3-methoxyphenyl)quinazolin-4(3H)-one